NC1=C(SC2=NC(=CC(=C21)C)C)C(=O)N[C@@H]2CC=1C=CC(=NC1CC2)N2C[C@H]([C@H](C2)COC)N 3-Amino-N-[(6S)-2-[(3S,4S)-3-amino-4-(methoxymethyl)pyrrolidin-1-yl]-5,6,7,8-tetrahydroquinolin-6-yl]-4,6-dimethylthieno[2,3-b]pyridine-2-carboxamide